C(C1=CC=CC=C1)N1S(CCC1CO)(=O)=O 2-benzyl-3-(hydroxymethyl)isothiazolidine 1,1-dioxide